C1(=CC=CC=C1)C1=NC(=NC(=C1)C1=CC=CC=C1)C1=C(C=CC(=C1N1C2=CC=CC=C2C=2C=CC=CC12)C1=NC(=CC(=N1)C1=CC=CC=C1)C1=CC=CC=C1)N1C2=CC=CC=C2C=2C=CC=CC12 9,9'-(2,4-bis(4,6-diphenylpyrimidin-2-yl)-1,3-phenylene)bis(9H-carbazole)